(4-chloro-2-fluoro-3-{4-[6-(2-isopropoxyethoxy)pyridin-3-yl]-6-oxo-1,6-dihydropyrimidin-2-yl}benzyl)isobutyramide ClC1=C(C(=C(CC(C(=O)N)(C)C)C=C1)F)C=1NC(C=C(N1)C=1C=NC(=CC1)OCCOC(C)C)=O